aniline-d2 N(C1=CC=CC=C1)([2H])[2H]